C1(CCCCC1)N(P(C1=CC(=CC=C1)[Si](CCCC)(CCCC)CCCC)C1=C(C=CC=C1)F)P(C1=CC(=CC=C1)[Si](CCCC)(CCCC)CCCC)C1=C(C=CC=C1)F N-cyclohexyl-1-(2-fluorophenyl)-N-((2-fluorophenyl)(3-(tributylsilyl)phenyl)phosphaneyl)-1-(3-(tributylsilyl)phenyl)phosphanamine